(R)-(1-benzyl-5-bromo-1,2,3,6-tetrahydropyridin-2-yl)methanol C(C1=CC=CC=C1)N1[C@H](CC=C(C1)Br)CO